O1C=CC=2C(=NC=CC21)C2=CC=C(C(=O)NC1(CCC(CC1)O)C)C=C2 4-(furo[3,2-c]pyridin-4-yl)-N-(4-hydroxy-1-methylcyclohexyl)benzamide